N-(1-(5-(3-cyano-6-(2-hydroxy-2-methylpropoxy)pyrazolo[1,5-a]pyridin-4-yl)pyridin-2-yl)pyrrolidin-3-yl)-3-fluoropicolinamide C(#N)C=1C=NN2C1C(=CC(=C2)OCC(C)(C)O)C=2C=CC(=NC2)N2CC(CC2)NC(C2=NC=CC=C2F)=O